ClC=1C=CC2=C(C(C(CCN2S(=O)(=O)C2=CC=C(C=C2)C)(F)F)=C)C1 7-chloro-4,4-difluoro-1-(4-methylbenzenesulfonyl)-5-methylene-2,3,4,5-tetrahydro-1H-1-benzazepine